CC=1N=C(N2C1C=CC=C2)N 1-methylimidazo[1,5-a]pyridin-3-amine